5-trifluoromethyl-benzyl cyanide FC(C=1C=CC=C(CC#N)C1)(F)F